BrC1=CC(=CC(C1)=NS(=O)(=O)C)C1=C(SC=C1C1=NC=CC=C1)C(=O)N (3-bromo-5-(methylsulfonylimino)phenyl)-4-(pyridin-2-yl)thiophene-2-carboxamide